FC=1C=C2CCCOC2=CC1 racemic-6-fluoro-chroman